trans-tert-butyl (4-(4-oxopiperidin-1-yl)cyclohexyl)carbamate O=C1CCN(CC1)[C@@H]1CC[C@H](CC1)NC(OC(C)(C)C)=O